4-(1-(1,1-Dimethylethylsulfonamido)ethyl)-4-methylpiperidine-1-carboxylic acid tert-butyl ester C(C)(C)(C)OC(=O)N1CCC(CC1)(C)C(C)NS(=O)(=O)C(C)(C)C